N-(3-(7-((3S,4S)-4-amino-3-methyl-2-oxa-8-azaspiro[4.5]decane-8-yl)-2,4-dioxa-1,2-dihydropteridine-3(4H)-yl)-2-chlorophenyl)benzamide N[C@@H]1[C@@H](OCC12CCN(CC2)C2=CN=C1ON(ONC1=N2)C=2C(=C(C=CC2)NC(C2=CC=CC=C2)=O)Cl)C